C(C)(=O)[O-].C(CCC)[N+](C)(CCCC)CCCC Tributyl-methyl-ammonium acetate